CC(C(=O)OC(C)(C)C)(C)C=1C=C2CCN(CC2=CC1)C(=O)OCC1=CC=CC=C1 benzyl 6-[2-methyl-1-[(2-methylpropan-2-yl)oxy]-1-oxopropan-2-yl]-3,4-dihydro-1H-isoquinoline-2-carboxylate